ICC(=O)NCCNC1=C2C=CC=C(C2=CC=C1)S(=O)(=O)O 5-((2-[(iodoacetyl)amino]ethyl)amino)naphthalene-1-sulfonic acid